COC1=C(C=C(C=C1)CCC=1SC2=C(N1)C=CC(=C2)C(F)(F)F)O 2-methoxy-5-(2-(6-(trifluoromethyl)benzo[d]thiazol-2-yl)ethyl)phenol